4-(1H-imidazol-4-yl)-N-(piperidin-3-yl)-5-(trifluoromethyl)pyrimidin-2-amine N1C=NC(=C1)C1=NC(=NC=C1C(F)(F)F)NC1CNCCC1